p-bromobenzyl alcohol C1=CC(=CC=C1CO)Br